methyl (R)-3-(4-(2-(t-butoxy)-2-oxoethyl) phenyl)-2-methylpropionate C(C)(C)(C)OC(CC1=CC=C(C=C1)C[C@H](C(=O)OC)C)=O